ClC1=C(C=CC2=C1C(=NCC=1N2N=C(N1)C(=O)O)C1=NC=CC=C1F)Cl 7,8-dichloro-6-(3-fluoro-2-pyridinyl)-4H-[1,2,4]triazolo[1,5-a][1,4]benzodiazepine-2-Formic acid